ClC1=CC=C(COC2=NC=3CNCCC3C=C2C(F)(F)F)C=C1 2-((4-chlorobenzyl)oxy)-3-(trifluoromethyl)-5,6,7,8-tetrahydro-1,7-naphthyridine